C1(=CC=C(C=C1)C)C(C)C Para-cymen